N-[(2R)-1,4-Dioxan-2-ylmethyl]-8-methyl-2-[(2S)-tetrahydrofuran-2-ylmethyl]-4,5-dihydro-2H-furo[2,3-g]indazol-7-carboxamid O1[C@@H](COCC1)CNC(=O)C1=C(C2=C(CCC3=CN(N=C23)C[C@H]2OCCC2)O1)C